C(CC)OC(C(CC(CC(C(=O)OCCC)=O)C)=O)=O.C(C)(C)C=1C(=NNC1C=1C=C(C=2N(C1)N=CN2)C)C2=CC=C(C=C2)[C@H](C)N(C([C@@H](C)NC)=O)C (R)-N-((S)-1-(4-(4-isopropyl-5-(8-methyl-[1,2,4]triazolo[1,5-a]pyridin-6-yl)-1H-pyrazol-3-yl)phenyl)ethyl)-N-methyl-2-(methylamino)propanamide dipropyl-4-methyl-2,6-dioxopimelate